(6-((2,6-dioxopiperidin-3-yl)amino)-5-fluoropyridin-3-yl)methyl methanesulfonate CS(=O)(=O)OCC=1C=NC(=C(C1)F)NC1C(NC(CC1)=O)=O